FC=1C=C2N=CC=3N(C(N4CCOC(=C2C34)C1C=1C=NC(=CC1)OCCCN1CCCCC1)=O)C 6-fluoro-2-methyl-7-(6-(3-(piperidin-1-yl)propoxy)pyridin-3-yl)-9,10-dihydro-8-oxa-2,4,10a-triazanaphtho[2,1,8-cde]azulen-1(2H)-one